FC1=C(C(=CC(=C1)OC)F)C1=C(C(N(N1C)C1=NC(=CC=C1)N1C(CCCC1)=O)=O)NC(C1=CC=C(C=C1)OC(F)F)=O N-[5-(2,6-difluoro-4-methoxyphenyl)-1-methyl-3-oxo-2-[6-(2-oxopiperidin-1-yl)pyridin-2-yl]-2,3-dihydro-1H-pyrazol-4-yl]-4-(difluoromethoxy)benzamide